2-(6-(5-Ethyl-5,6,7,8-tetrahydro-[1,2,4]triazolo[4,3-a]pyridin-3-yl)pyridin-2-yl)-6-(isopropyl(methyl)amino)-4-((methylamino)methyl)-2,3-dihydro-1H-pyrrolo[3,4-c]pyridin-1-one C(C)C1CCCC=2N1C(=NN2)C2=CC=CC(=N2)N2CC=1C(=NC(=CC1C2=O)N(C)C(C)C)CNC